NC1=NN(C=C1)C1=CC=C(C=C1)C(C)(C)N(C(OC(C)(C)C)=O)C tert-butyl N-[1-[4-(3-aminopyrazol-1-yl) phenyl]-1-methyl-ethyl]-N-methylcarbamate